FC(C)(F)C1=CC(=NC=C1)N1N=CC(=C1)SC(=O)C1=CC=CC=C1 ({1-[4-(1,1-difluoroethyl)pyridin-2-yl]pyrazol-4-yl}sulfanyl)(phenyl)methanone